C(C)(C)(C)OC(=O)NCCC1=CC(=C(OC2=CC=C(OCCCCC(=O)OC)C=C2)C=C1)I methyl 5-(4-(4-(2-((tert-butoxycarbonyl)amino)ethyl)-2-iodophenoxy)phenoxy)pentanoate